C1(CC1)[C@@]1(C(N[C@@H](C1)CC)=O)C#N (3R,5R)-3-cyclopropyl-5-ethyl-2-oxopyrrolidine-3-carbonitrile